OC1(CC=C(C=C1)O)C1=C(O)C=CC(=C1)O 1,4-dihydroxyphenyl-(hydroquinone)